FC(C(C(C(F)(F)F)(Cl)Cl)(Cl)Cl)(F)F 1,1,1,4,4,4-hexafluoro-2,2,3,3-tetrachlorobutane